ClC=1C(=CC2=C(NC(O2)=O)C1)S(=O)(=O)N(C1=NC=NS1)CC1=C(C=C(C=C1)OC)OC 5-chloro-N-(2,4-dimethoxybenzyl)-2-oxo-N-(1,2,4-thiadiazol-5-yl)-2,3-dihydrobenzo[d]oxazole-6-sulfonamide